C(C)(C)(C)OC(=O)N1C(OC[C@H]1CCCCCC(=O)O)(C)C 6-[(4R)-3-tert-Butoxycarbonyl-2,2-dimethyl-oxazolidin-4-yl]hexanoic acid